NC=1C2=C(N=CN1)N(C=C2C2=CC=C(C=C2)NC(=O)NC2=NOC(=C2)C(C)(C)C)CC2=CC=CC=C2 1-(4-(4-amino-7-benzyl-7H-pyrrolo[2,3-d]pyrimidin-5-yl)phenyl)-3-(5-tert-butyl-isoxazol-3-yl)urea